5-[2-(2,5-dioxopyrrolidin-1-yl)ethyl] 1-methyl (2E)-4-oxopent-2-enedioate O=C(/C=C/C(=O)OC)C(=O)OCCN1C(CCC1=O)=O